3-(4-Trifluoromethylbenzyl)-6-benzyl-2-isopropylamino-5,6,7,8-tetrahydropyrido[4,3-d]pyrimidin-4(3H)-one FC(C1=CC=C(CN2C(=NC3=C(C2=O)CN(CC3)CC3=CC=CC=C3)NC(C)C)C=C1)(F)F